S1OC=C1 thioxetine